BrC1=CC(=C(C=C1)C1=NN=C(C2=CC(=CC=C12)C)O)OC 4-(4-bromo-2-methoxyphenyl)-7-methylphthalazin-1-ol